tert-butyl (2-fluoro-3-((7-(2-(methylamino)-2-oxoethoxy)-2-oxo-2H-benzo[e][1,3]oxazin-3(4H)-yl)methyl)phenyl)carbamate FC1=C(C=CC=C1CN1C(OC2=C(C1)C=CC(=C2)OCC(=O)NC)=O)NC(OC(C)(C)C)=O